FC1=CC=C(C=C1)C1=NN2C(OC(CC2)=O)=C1C1=CC=NC=C1 2-(4-fluorophenyl)-3-(pyridin-4-yl)-6,7-dihydro-5H-pyrazolo[5,1-b][1,3]oxazin-5-one